N-(4-methoxybenzyl)-5-((4-(4-methyl-2-(methylamino)thiazol-5-yl)pyrimidin-2-yl)amino)-1H-indole-2-carboxamide COC1=CC=C(CNC(=O)C=2NC3=CC=C(C=C3C2)NC2=NC=CC(=N2)C2=C(N=C(S2)NC)C)C=C1